N=1C=NN2C1C=CC(=C2)C2=CNC=1N=C(N=CC12)NC1=CC=NC=C1 5-([1,2,4]triazolo[1,5-a]pyridin-6-yl)-N-(pyridin-4-yl)-7H-pyrrolo[2,3-d]pyrimidin-2-amine